tert-Butyl N-[[4-(1,2-dihydroxyethyl)-3-methyl-7-[4-(trifluoromethoxy)phenyl]benzimidazol-5-yl]methyl]carbamate OC(CO)C1=C(C=C(C=2N=CN(C21)C)C2=CC=C(C=C2)OC(F)(F)F)CNC(OC(C)(C)C)=O